N-(2-chlorophenyl)-2-(((4-hydroxy-1-p-tolyl-1H-pyrazolo[3,4-d]pyrimidin-6-yl)methyl)(methyl)amino)-N-methylacetamide ClC1=C(C=CC=C1)N(C(CN(C)CC1=NC(=C2C(=N1)N(N=C2)C2=CC=C(C=C2)C)O)=O)C